2-methoxyethyl (3S,4R)-4-hydroxy-3-[(5S)-5H-imidazo[1,5-b]isoindol-5-yl]-8-azaspiro[4.5]decane-8-carboxylate O[C@@H]1[C@@H](CCC12CCN(CC2)C(=O)OCCOC)[C@@H]2N1C(C=3C=CC=CC23)=CN=C1